2,6-dimethyl-4-bromobenzaldehyde CC1=C(C=O)C(=CC(=C1)Br)C